C(C)C(C)(C)O 2-ethylpropan-2-ol